N1(CCOCC1)C(CCNC(=O)C1=CC2=C(N=CN2)C=C1)=O benzoimidazole-5-carboxylic acid (3-morpholin-4-yl-3-oxo-propyl)-amide